FC=1C=C(C=CC1)C1=CC(=CC=C1)C[C@H]1[C@H](CCC=2C=CN(C(C12)=O)C(C)C)NS(=O)(=O)C |r| rac-N-[(7S,8R)-8-[(3'-fluoro[1,1'-biphenyl]-3-yl)methyl]-1-oxo-2-(propan-2-yl)-1,2,5,6,7,8-hexahydroisoquinolin-7-yl]methanesulfonamide